N-(4-(5-(difluoromethyl)-1,3,4-oxadiazol-2-yl)-2-fluorobenzyl)-N-(3,4-difluorophenyl)-2-methyl-2,7-diazaspiro[3.5]nonane-7-thioamide FC(C1=NN=C(O1)C1=CC(=C(CN(C(=S)N2CCC3(CN(C3)C)CC2)C2=CC(=C(C=C2)F)F)C=C1)F)F